6-bromo-N-(5-chloropentyl)hexanamide Tert-Butyl-1,1-difluoro-2-(1H-pyrazol-3-yl)-6-azaspiro[2.5]octane-6-carboxylate C(C)(C)(C)OC(=O)N1CCC2(C(C2(F)F)C2=NNC=C2)CC1.BrCCCCCC(=O)NCCCCCCl